BrC1=CC=C(C=C1)C1=C(C#N)C(=CC(=N1)C1CCSCC1)O 2-(4-bromophenyl)-4-hydroxy-6-(tetrahydro-2H-thiopyran-4-yl)nicotinonitrile